ClC=1C=C(C=CC1)[C@H]1[C@@H](CN(CC1)C(=O)C=1C=2N(C=CC1)C=NC2)NC(=O)C=2N(C(=C(N2)C)C)COCC[Si](C)(C)C N-((3S,4S)-4-(3-chlorophenyl)-1-(imidazo[1,5-a]pyridine-8-carbonyl)piperidin-3-yl)-4,5-dimethyl-1-((2-(trimethylsilyl)ethoxy)methyl)-1H-imidazole-2-carboxamide